N5-((1R,3S,5S)-8-((2-methoxyethyl)sulfonyl)-8-azabicyclo[3.2.1]Oct-3-yl)-N7-(5-methyl-1H-pyrazol-3-yl)-1,6-naphthyridine-5,7-diamine COCCS(=O)(=O)N1[C@H]2CC(C[C@@H]1CC2)NC=2C=1C=CC=NC1C=C(N2)NC2=NNC(=C2)C